5-[2-hydroxy-3-(cyclopropylamino)-propoxy]-2-methyl-1-(methylphenyl)indole-3-carboxylic acid ethyl ester C(C)OC(=O)C1=C(N(C2=CC=C(C=C12)OCC(CNC1CC1)O)C1=C(C=CC=C1)C)C